[NH4+].C(CC(=O)[O-])(=O)[O-].[NH4+] malonic acid, ammonium salt